tert-butyl (2-(2-(benzo[d]oxazol-2-ylamino)-1-methyl-1H-benzo[d]imidazole-5-carboxamido)ethyl)carbamate O1C(=NC2=C1C=CC=C2)NC2=NC1=C(N2C)C=CC(=C1)C(=O)NCCNC(OC(C)(C)C)=O